tert-butyl (S)-4-(6-((2-fluoro-4-(methoxycarbonyl)benzyl)oxy)-pyridin-2-yl)-2-methylpiperazine-1-carboxylate FC1=C(COC2=CC=CC(=N2)N2C[C@@H](N(CC2)C(=O)OC(C)(C)C)C)C=CC(=C1)C(=O)OC